(E)-3-(4-((2-((tert-butyldimethylsilyl)oxy)ethyl)(methyl)amino)-styryl)-2-((2-((tert-butyldimethylsilyl)oxy)ethyl)thio)-5,5-dimethylcyclohex-2-en-1-one [Si](C)(C)(C(C)(C)C)OCCN(C1=CC=C(/C=C/C2=C(C(CC(C2)(C)C)=O)SCCO[Si](C)(C)C(C)(C)C)C=C1)C